C(#N)C=1C=C(C=CC1)[C@@H]1CC=NN1C(=O)N1CCN(CC1)C1=NC=C(C(=N1)N1N=CC(=C1)C(=O)N)F (S)-1-(2-(4-(5-(3-cyanophenyl)-4,5-dihydro-1H-pyrazole-1-carbonyl)piperazin-1-yl)-5-fluoropyrimidin-4-yl)-1H-pyrazole-4-carboxamide